Aluminium-Arsenic [As].[Al]